O1C2=C(OCC1)C=C(C=C2)C=2N=C(SC2)[C@H](CC2=CC=C(C=C2)NS(O)(=O)=O)NC(C(C)(C)C)=O 4-((S)-2-(4-(2,3-Dihydrobenzo[b][1,4]dioxin-6-yl)thiazol-2-yl)-2-pivalamidoethyl)phenylsulfamic acid